1-(9H-fluoren-9-yl)-3,6-dioxo-2,9,12-trioxa-4,7-diazatetradecane-14-oic acid C1=CC=CC=2C3=CC=CC=C3C(C12)COC(NCC(NCOCCOCC(=O)O)=O)=O